[Si](C)(C)(C(C)(C)C)OCNC1=CC=C(C=C1)I ((tert-Butyldimethylsilanyloxy)methyl)-4-iodoaniline